2-(6-(((1R,2R,3S,5S)-2-fluoro-1,5-dimethyl-8-azabicyclo[3.2.1]octan-3-yl)oxy)pyridazin-3-yl)-5-(1H-imidazol-1-yl)phenol F[C@@H]1[C@]2(CC[C@@](C[C@@H]1OC1=CC=C(N=N1)C1=C(C=C(C=C1)N1C=NC=C1)O)(N2)C)C